(2,2,6,6-tetramethylhexahydropyridin-1-yl)oxonium CC1(N(C(CCC1)(C)C)[OH2+])C